cyclopentylpiperidine-4-carboxamide C1(CCCC1)N1CCC(CC1)C(=O)N